CC1NCC1O 2-methyl-azetidin-3-ol